CC(C)C(CC)NC(=O)C1=CN=C(O1)C1=CC(=CC=C1)C1=CC(=NN1)C(NC(CC)CC)=O N-(2-methylpentan-3-yl)-2-(3-(3-(pentan-3-ylcarbamoyl)-1H-pyrazol-5-yl)phenyl)oxazole-5-carboxamide